(R)-2-(4-(4-methylpyrazolo[1,5-a]pyridin-2-yl)-1,4,6,7-tetrahydro-5H-imidazo[4,5-c]pyridin-5-yl)-5-(2-methylpyridin-3-yl)-1,3,4-oxadiazole CC=1C=2N(C=CC1)N=C(C2)[C@@H]2N(CCC1=C2N=CN1)C=1OC(=NN1)C=1C(=NC=CC1)C